ClC(CI)(Cl)Cl trichloroethyl iodide